tert-Butyl (1R,3R,4S,5S)-5-(difluoromethyl)-3-ethynyl-2-azabicyclo[2.2.1]heptane-2-carboxylate FC([C@@H]1[C@H]2[C@@H](N([C@@H](C1)C2)C(=O)OC(C)(C)C)C#C)F